N,N-dimethyl-N-allylhexadecyl-ammonium chloride [Cl-].C[NH+](CCCCCCCCCCCCCCCCCC=C)C